C(CCCCCCC)(=O)OC[C@@H](OO)COP(=O)(O)OCC[N+](C)(C)C 1-Octanoyl-2-hydroxy-sn-glycero-3-phosphorylcholine